BrC1=CC(=C(C#N)C(=C1)F)OC1CC1 4-bromo-2-cyclopropyloxy-6-fluorobenzonitrile